2-Chloro-3-(4-hydroxy-3-nitrophenyl)propanoic acid ClC(C(=O)O)CC1=CC(=C(C=C1)O)[N+](=O)[O-]